N-(3-cyano-4-fluoro-1H-indol-7-yl)-1-(2,2,2-trifluoroethyl)pyrazole-4-sulfonamide C(#N)C1=CNC2=C(C=CC(=C12)F)NS(=O)(=O)C=1C=NN(C1)CC(F)(F)F